1-[bis(dimethyl-amino)-methylene]-1H-1,2,3-triazolo[4,5-b]pyridinium CN(C)C(=[N+]1N=NC2=NC=CC=C21)N(C)C